(4'-azido-2',6,6'-trifluoro[1,1'-biphenyl]-3-yl)methanol N(=[N+]=[N-])C1=CC(=C(C(=C1)F)C1=CC(=CC=C1F)CO)F